N-{3-[2-(4-chloro-3-fluorophenoxy)acetamido]bicyclo[1.1.1]pentan-1-yl}-6-fluoro-4-hydroxy-3,4-dihydro-2H-1-benzopyran-2-carboxamide ClC1=C(C=C(OCC(=O)NC23CC(C2)(C3)NC(=O)C3OC2=C(C(C3)O)C=C(C=C2)F)C=C1)F